N[C@H](CCC(=O)O)CC1=CC=CC=C1 (R)-4-amino-5-phenylpentanoic acid